N1C=NC=C1.C(CCC)[P](CCCC)(CCCC)CCCC tetrabutyl-phosphorus imidazole salt